7-chloro-2-(4-cyclopropyl-6-methoxypyrimidin-5-yl)-N-(4-(1-isopropyl-4-(trifluoromethyl)-1H-imidazol-2-yl)benzyl)imidazo[2,1-f][1,2,4]triazin-4-amine ClC1=CN=C2C(=NC(=NN21)C=2C(=NC=NC2OC)C2CC2)NCC2=CC=C(C=C2)C=2N(C=C(N2)C(F)(F)F)C(C)C